BrC1=C(C(=O)OC)C=C(C(=C1)C)F methyl 2-bromo-5-fluoro-4-methyl-benzoate